BrC1=CC=C(C=C1)C=1N(C=C(N1)C(F)F)C (4-bromophenyl)-4-(difluoromethyl)-1-methyl-1H-imidazole